BrC1=CC=C(C=C1)C(C(=O)N[C@H](C)C1=CC=CC=C1)=CO (2S)-2-(4-Bromophenyl)-3-hydroxy-N-[(1R)-1-phenylethyl]propenamide